C1(CC2C(CC1)O2)COC(=O)C2CC1C(CC2)O1 4-epoxycyclohexylcarboxylic acid-3,4-epoxycyclohexylmethyl ester